2-(3-pyridinyl)-1-azabicyclo[2.2.2]octane N1=CC(=CC=C1)C1N2CCC(C1)CC2